BrC=1C=C(C=CC1)NC(=NC#N)N1[C@H](CN(CC1)C=1C2=C(N=CN1)NC=C2C)C (S)-N-(3-bromophenyl)-N'-cyano-2-methyl-4-(5-methyl-7H-pyrrolo[2,3-d]pyrimidin-4-yl)piperazine-1-carboximidamide